tert-butyl 2-methyl-3-oxopiperidine-1-carboxylate CC1N(CCCC1=O)C(=O)OC(C)(C)C